((1s,4s)-4-(2-(((R)-2-(3-fluorophenyl)-2-hydroxyethyl)amino)-2-methylpropyl)cyclohexyl)carbamic acid tert-butyl ester C(C)(C)(C)OC(NC1CCC(CC1)CC(C)(C)NC[C@H](O)C1=CC(=CC=C1)F)=O